benzhydryl-3-(2-bromophenyl)azetidine-3-carboxylic acid chloride C(C1=CC=CC=C1)(C1=CC=CC=C1)N1CC(C1)(C(=O)Cl)C1=C(C=CC=C1)Br